N-tert-Butyl-6-chloro-3-[[(1R)-1-[6-methyl-2-(2-methylindazol-5-yl)-4-oxo-chromen-8-yl]-ethyl]amino]pyridine-2-sulfonamide C(C)(C)(C)NS(=O)(=O)C1=NC(=CC=C1N[C@H](C)C=1C=C(C=C2C(C=C(OC12)C1=CC2=CN(N=C2C=C1)C)=O)C)Cl